CC1=NOC(=C1C1=CC=C(S1)C=O)C 5-(3,5-dimethylisoxazol-4-yl)thiophene-2-carbaldehyde